6-(6-methoxypyrazin-2-yl)-N-(1-phenylethyl)quinazolin-4-amine COC1=CN=CC(=N1)C=1C=C2C(=NC=NC2=CC1)NC(C)C1=CC=CC=C1